C1=NCCC2=C(C=CC=C12)NC(COC)=O N-(3,4-dihydro-isoquinolin-5-yl)-2-methoxyacetamide